5-[(5-Methoxypyridin-2-yl)methoxy]-2-(1-methyl-1H-imidazol-4-yl)-1,3-benzoxazole COC=1C=CC(=NC1)COC=1C=CC2=C(N=C(O2)C=2N=CN(C2)C)C1